N-[3-bromo-4-(1,1-dioxo-1,4-thiazinane-4-carbonyl)phenyl]cyclopropanecarboxamide BrC=1C=C(C=CC1C(=O)N1CCS(CC1)(=O)=O)NC(=O)C1CC1